[1,2,4]-triazolo[1,5-a]pyrimidinone N1C(N=C2N1C=CC=N2)=O